FCCCN1C[C@H](CC1)CC=1SC(=CN1)CO (R)-(2-((1-(3-fluoropropyl)pyrrolidin-3-yl)methyl)thiazol-5-yl)methanol